C(C)(=O)C=1C(=NC(=CC1)N1C=NC2=C1C=CC(=C2)NC=2N=NC(=CC2)C)N2N=CC(=N2)C#N 2-[3-acetyl-6-[5-[(6-methylpyridazin-3-yl)amino]benzimidazol-1-yl]-2-pyridyl]triazole-4-carbonitrile